CC1OC2(C=C1)C(=CCC(C2C)C)C 2,6,9,10-tetramethyl-1-oxaspiro(4.5)deca-3,6-diene